2-(2'-hydroxy-3'-hydroxy-3',5'-di-tert-butylphenyl)-5-chlorobenzotriazole OC1C(=CC(=CC1(C(C)(C)C)O)C(C)(C)C)N1N=C2C(=N1)C=CC(=C2)Cl